(±)-tert-butyl (1R,2S,3S,5S)-2-fluoro-3-(methyl(6-(tributylstannyl)pyridazin-3-yl)amino)-8-azabicyclo[3.2.1]octane-8-carboxylate F[C@@H]1[C@H]2CC[C@@H](C[C@@H]1N(C=1N=NC(=CC1)[Sn](CCCC)(CCCC)CCCC)C)N2C(=O)OC(C)(C)C |r|